C1(CCCCC1)NC(=O)NC1=CC=C(C=C1)C(F)(F)F 1-cyclohexyl-3-(4-trifluoromethyl-phenyl)urea